ClC1=CC(=C(C=C1)C1=NC(=CN2C1=NC(=C(C2=O)C)C)[C@@H]2C[C@@H](OCC2)C=2C(=NN(C2)C)C)F 9-(4-chloro-2-fluoro-phenyl)-7-[(2R,4S)-2-(1,3-dimethylpyrazol-4-yl)tetrahydropyran-4-yl]-2,3-dimethyl-pyrazino[1,2-a]pyrimidin-4-one